ClC1=C(C(=CC(=N1)C(=O)OC)B1OC(C(O1)(C)C)(C)C)C methyl 6-chloro-5-methyl-4-(4,4,5,5-tetramethyl-1,3,2-dioxaborolan-2-yl)pyridine-2-carboxylate